FC1=C(C=CC(=C1)F)C1=C(C(=CC=C1)C#N)N1CCC(CC1)C1=NN=CN1C 2',4'-difluoro-2-(4-(4-methyl-4H-1,2,4-triazol-3-yl)piperidin-1-yl)-[1,1'-biphenyl]-3-carbonitrile